5-(2,4-Difluorophenyl)-4-methoxy-1H-pyrrole-1,3-dicarboxylic acid 1-(tert-butyl) 3-methyl ester COC(=O)C1=CN(C(=C1OC)C1=C(C=C(C=C1)F)F)C(=O)OC(C)(C)C